C(C=C)(=O)O.C(CCC(=O)N)(=O)N succinic diamide acrylate